O1C=CC=2C1=C(N=NC2O)O furo[2,3-d]pyridazine-4,7-diol